NC=1C2=C(N=CN1)N(C(=C2C2=CC=C(C=C2)OC2=NC=CC(=N2)C)C2=CC=C1CCC(C(C1=C2)=O)=C)C 7-(4-amino-7-methyl-5-(4-((4-methylpyrimidin-2-yl)oxy)phenyl)-7H-pyrrolo[2,3-d]pyrimidin-6-yl)-2-methylene-3,4-dihydronaphthalen-1(2H)-one